CC(CNC(=O)N1C=NC(=C1)C=1C=NC=CC1)CC N-(2-Methylbutyl)-4-(pyridin-3-yl)-1H-imidazole-1-carboxamide